C(CCC)C1C2C3C4C=CC(C3C(C1)C2)C4 2-butyl-1,2,3,4,4a,5,8,8a-octahydro-1,4:5,8-dimethanonaphthalene